COC(=O)C=1N(C2=CC=C(C=C2C(C1)=C=O)F)C 6-fluoro-1-methyl-4-carbonyl-1,4-dihydroquinoline-2-carboxylic acid methyl ester